C(CC(=O)C)(=O)OCC(OC(CC(=O)C)=O)COC(CC(=O)C)=O Glycerol Tris-Acetoacetate